1-methyl-5-[1-(2-pyridyl)-3-(trifluoromethyl)pyrazol-4-yl]imidazole-2-carboxamide CN1C(=NC=C1C=1C(=NN(C1)C1=NC=CC=C1)C(F)(F)F)C(=O)N